C(=O)(OC(C)(C)C)N1CCN(CC1)C(C(=O)O)C1=CC(=C(C=C1)OC)OC 2-(4-Boc-piperazino)-2-(3,4-dimethoxyphenyl)acetic acid